N1CCC(CC1)OC1=C2CCCN(C2=CC=C1)C1C(NC(CC1)=O)=O 3-[5-(4-piperidinyloxy)-3,4-dihydro-2H-quinolin-1-yl]piperidine-2,6-dione